3-(4-((4-cyclopropyl-5-(trifluoromethyl)pyrimidin-2-yl)amino)-5-methyl-1H-pyrazol-1-yl)-3-methylpyrrolidin-2-one C1(CC1)C1=NC(=NC=C1C(F)(F)F)NC=1C=NN(C1C)C1(C(NCC1)=O)C